[Cl-].CN1C(=[N+](C=C1)CCC)C 1,2-dimethyl-3-propylimidazolium chloride